C(C)OC(=O)C=1C=NN(C1)COC1=CC=C(C=C1)O 1-[(4-hydroxyphenoxy)methyl]-1H-pyrazole-4-carboxylic acid ethyl ester